CNC(=O)C1=CC=C(C(=O)NCC2CN(C2)C(=O)OC(C)(C)C)C=C1 tert-butyl 3-((4-(methylcarbamoyl)benzamido)methyl)azetidine-1-carboxylate